4-hydroxy-4'-nitrodiphenyl ether C1=CC(=CC=C1[N+](=O)[O-])OC2=CC=C(C=C2)O